C12(CC3CC(CC(C1)C3)C2)NC=2C=CC3=C(SC1=C3C=CC=C1)C2 (adamantan-1-yl)-N-(dibenzothiophene-3-yl)amine